2,6-difluoro-benzidine FC1=C(C(=CC(=C1)N)F)C1=CC=C(N)C=C1